C[C@@H]1CN(C[C@@H](O1)C)C(=O)C=1C2=C(N(N1)CC(=O)N1CCN(CC1)C1=C(C(=CC=C1)F)OC)CCC2 2-{3-[(2R,6S)-2,6-dimethylmorpholine-4-carbonyl]-5,6-dihydrocyclopenta[c]pyrazol-1(4H)-yl}-1-[4-(3-fluoro-2-methoxyphenyl)piperazin-1-yl]ethan-1-one